NC1=C(C=NC(=C1)C(F)(F)F)NC(OCC1=CC=CC=C1)=O benzyl [4-amino-6-(trifluoromethyl)pyridin-3-yl]carbamate